C(#N)C1=NC(=NC(=C1)NC1=C(C=CC=C1)Cl)N1N=CC(=C1N)C(=O)O 1-{4-cyano-6-[(2-chlorophenyl)amino]pyrimidin-2-yl}-5-amino-1H-pyrazole-4-carboxylic acid